FC(C(C(F)(F)F)F)(F)OCCOC(C(C(F)(F)F)F)(F)F ethylene glycol di-(1,1,2,3,3,3-hexafluoropropyl) ether